C1(CCCC1)COC1=CC(=C(C(=O)NS(=O)(=O)N2C[C@@H](OCC2)CNC(OC(C)(C)C)=O)C=C1C1CC1)F (S)-tert-butyl ((4-(N-(4-(cyclopentylmethoxy)-5-cyclopropyl-2-fluorobenzoyl)sulfamoyl)morpholin-2-yl)methyl)carbamate